methyl 2-((2S)-2-(((2-(3-chlorophenyl)-1-phenylethoxy) carbonyl)amino)-3-cyclohexylpropanamido)-3-(5,5-dimethyl-2-oxopyrrolidin-3-yl)propanoate ClC=1C=C(C=CC1)CC(OC(=O)N[C@H](C(=O)NC(C(=O)OC)CC1C(NC(C1)(C)C)=O)CC1CCCCC1)C1=CC=CC=C1